2,2,4,4,4-pentafluoro-1-(1-((2-(trimethylsilyl)ethoxy)methyl)-1H-imidazol-4-yl)butane-1,3-dione FC(C(=O)C=1N=CN(C1)COCC[Si](C)(C)C)(C(C(F)(F)F)=O)F